OCCC=1C=C(SC1)C(=O)O 4-(2-Hydroxyethyl)thiophene-2-carboxylic acid